tert-Butyl 4-(2,6-dioxopiperidin-3-yl)piperazine-1-carboxylate O=C1NC(CCC1N1CCN(CC1)C(=O)OC(C)(C)C)=O